C(C(C)(C)C)OB(O)C1=C(C=C(C=C1)F)F (2,4-difluorophenyl)boronic acid neopentyl ester